2-(4-pyridin-4-ylphenyl)acetonitrile N1=CC=C(C=C1)C1=CC=C(C=C1)CC#N